C1=CC=C2C=C(C=CC2=C1)NC(=O)[C@H](CO)N The molecule is an L-serine derivative that is the amide obtained by formal condensation of the carboxy group of L-serine with the amino group of 2-naphthylamine. It has a role as a chromogenic compound. It is a N-(2-naphthyl)carboxamide, an amino acid amide and a L-serine derivative.